8-(3-chlorophenyl)-7-((5-chloropyridin-2-yl)methyl)-1-(3-hydroxypropyl)-3-methyl-1H-purine-2,6(3H,7H)-dione ClC=1C=C(C=CC1)C1=NC=2N(C(N(C(C2N1CC1=NC=C(C=C1)Cl)=O)CCCO)=O)C